(S)-3-((1R,3S)-1-(3-chloro-5-fluoro-2-(2-((3-fluoropropyl)amino)ethoxy)pyridin-4-yl)-3-(difluoromethyl)-1,3,4,9-tetrahydro-2H-pyrido[3,4-b]indol-2-yl)-2-methylpropanoic acid ClC=1C(=NC=C(C1[C@H]1N([C@@H](CC2=C1NC1=CC=CC=C21)C(F)F)C[C@@H](C(=O)O)C)F)OCCNCCCF